2,2'-bis(dicyclohexylphosphaneyl)-1,1'-biphenyl C1(CCCCC1)P(C1=C(C=CC=C1)C1=C(C=CC=C1)P(C1CCCCC1)C1CCCCC1)C1CCCCC1